ClC1=CC(=C(N)C(=C1)C(C1=CC=CC=C1)C1=CC=CC=C1)C(C1=CC=CC=C1)C1=CC=CC=C1 4-chloro-2,6-di(benzhydryl)aniline